C12=CC=C(C=C1)S2 p-phenylenesulphide